6,7-dimethoxy-N-[(piperidin-4-yl)methyl]-1H,2H,3H-cyclopenta[b]quinolin-9-amine COC=1C(=CC=2C(=C3C(=NC2C1)CCC3)NCC3CCNCC3)OC